N'-(pyridin-3-yl)cyclopropane-1,1-dicarboxamide N1=CC(=CC=C1)NC(=O)C1(CC1)C(=O)N